C(CC)(=O)N1CCC2=CC(=CC=C12)C=1OC=C(N1)C(=O)NCC=1C=NC=CC1 2-(1-propionyl-indolin-5-yl)-N-(pyridin-3-ylmethyl)oxazole-4-carboxamide